3-(((2S,3S,4S)-3-ethyl-4-fluoro-5-oxopyrrolidin-2-yl)methoxy)-5-methoxybenzo[b]thiophene-6-carboxamide C(C)[C@H]1[C@H](NC([C@H]1F)=O)COC=1C2=C(SC1)C=C(C(=C2)OC)C(=O)N